P1(=CCCC1)=O Phospholin oxide